3,6-bis(4-t-butylphenyl)fluorene C(C)(C)(C)C1=CC=C(C=C1)C=1C=CC=2CC3=CC=C(C=C3C2C1)C1=CC=C(C=C1)C(C)(C)C